C(C)NC[C@H](O)[C@@H](O)[C@H](O)[C@H](O)CO N-ethyl-D-Glucamine